NC=1N=C(C2=C(C=CC=C2C1)F)C1=C(C=C2C(=NC=NC2=C1F)N1CCN(CC1)C(C=C)=O)Cl 1-[4-[7-(3-amino-8-fluoro-1-isoquinolyl)-6-chloro-8-fluoro-quinazolin-4-yl]piperazin-1-yl]prop-2-en-1-one